C(C)(C)(C)OC(=O)NC1=CC(=CC(=N1)N1C(N(C[C@H]1C(N(C)C1=C(C(=C(C=C1)F)Cl)F)=O)C(=O)OC(C)(C)C)=O)C(F)(F)F (S)-tert-butyl 3-(6-((tert-butoxycarbonyl)amino)-4-(trifluoromethyl)pyridin-2-yl)-4-((3-chloro-2,4-difluorophenyl)(methyl)carbamoyl)-2-oxoimidazolidine-1-carboxylate